2,4,6-tris(2,4,6-tribromophenoxy)triazine BrC1=C(ON2NC(=CC(=N2)OC2=C(C=C(C=C2Br)Br)Br)OC2=C(C=C(C=C2Br)Br)Br)C(=CC(=C1)Br)Br